C(CCC)[Sn](C=1SC=C(C1)CC(CCCCCCCCCC)CCCCCCCC)(CCCC)CCCC tributyl-[4-(2-octyl-dodecyl)-thiophen-2-yl]Stannane